diazatetradecane-13-ol NNCCCCCCCCCCC(C)O